sodium bis(2-methoxyethoxy)-aluminum hydride COCCO[AlH]OCCOC.[Na]